CS(=O)(=O)O[C@H]1C[C@H](N(C1)C(C1=CC=CC=C1)(C1=CC=CC=C1)C1=CC=CC=C1)C(=O)OC methyl (2S,4S)-4-methanesulfonyloxy-1-tritylpyrrolidine-2-carboxylate